C(C)(C)(C)C1=NN(C(=C1)NC(OCC(Cl)(Cl)Cl)=O)C1=CC=C(C=C1)OCCN1CCCCC1 2,2,2-trichloroethyl (3-(tert-butyl)-1-(4-(2-(piperidin-1-yl)ethoxy)phenyl)-1H-pyrazol-5-yl)carbamate